2-(4-(4-(Methyl((tetrahydro-2H-pyran-4-yl)methyl)amino)-7H-pyrrolo[2,3-d]pyrimidin-6-yl)phenyl)ethan-1-ol CN(C=1C2=C(N=CN1)NC(=C2)C2=CC=C(C=C2)CCO)CC2CCOCC2